C(=C)NC(=O)C1=CC2=CC=CC=C2C=C1 N-vinyl-2-naphthalamide